C=1(C(=CC=C2C=CC=CC12)[2H])[O-] naphtholate-d